tert-Amyl methyl ether COC(C)(C)CC